ClCCC1C(C)O1 2,3-epoxy-5-chloropentane